O=C1NC(CCC1NC=1C=C(C=CC1)C#CCNC(C1=NC=C(C=C1OC)C=1N=CC2=C(C=CC=C2C1)C1=CC2=C(N(C(N2C)=O)C)C(=C1)C(C)C)=O)=O N-(3-(3-((2,6-dioxopiperidin-3-yl)amino)phenyl)prop-2-yn-1-yl)-5-(8-(7-isopropyl-1,3-dimethyl-2-oxo-2,3-dihydro-1H-benzo[d]imidazol-5-yl)isoquinolin-3-yl)-3-methoxypicolinamide